4-Benzyl-2-(cyanomethyl)-3-oxo-3,4-dihydro-2H-benzo[b][1,4]thiazin-6-yl-3-(1H-indol-6-yl)urea C(C1=CC=CC=C1)N1C2=C(SC(C1=O)CC#N)C=CC(=C2)NC(=O)NC2=CC=C1C=CNC1=C2